CC1=C(C(=CC=C1)C)C1=NC=2NS(C=3C=CC=C(C(N([C@@H](COC(=C1)N2)CC(C)C)C2CC1(CC1)C2)=O)N3)(=O)=O (11R)-6-(2,6-dimethylphenyl)-11-isobutyl-2,2-dioxo-12-spiro[2.3]hexan-5-yl-9-oxa-2λ6-thia-3,5,12,18,19-pentazatricyclo[12.3.1.14,8]nonadeca-1(18),4(19),5,7,14,16-hexaen-13-one